O1C=C(C=C1)CN 1-(furan-3-yl)methanamine